(E)-1-((1-((7-((2,4-Difluorobenzyl)oxy)-5-fluoro-1H-indol-2-yl)methyl)-2-oxo-1,2-dihydropyridin-3-yl)amino)-7-(dimethylamino)-1,7-dioxohept-5-en-2-yl-3,3-d2-dimethylcarbamat FC1=C(COC=2C=C(C=C3C=C(NC23)CN2C(C(=CC=C2)NC(C(C(C\C=C\C(=O)N(C)C)([2H])[2H])CN(C([O-])=O)C)=O)=O)F)C=CC(=C1)F